8-isopropyl-6,9-dioxo-5-(4-(trifluoromethyl)benzyl)-2,5,8-triazaspiro[3.5]nonane-2-carbaldehyde C(C)(C)N1CC(N(C2(CN(C2)C=O)C1=O)CC1=CC=C(C=C1)C(F)(F)F)=O